N1(CCC=2C=NC=CC21)C(=O)C=2C=C1CN(C(C1=CC2)=O)C2C(NC(CC2)=O)=O 3-(5-(2,3-dihydro-1H-pyrrolo[3,2-c]pyridine-1-carbonyl)-1-oxoisoindolin-2-yl)piperidine-2,6-dione